1-(4-((3-(4-(6-((6-acetyl-8-cyclopentyl-5-methyl-7-oxo-7,8-dihydropyrido[2,3-d]pyrimidin-2-yl)amino)pyridin-3-yl)piperazin-1-yl)propyl)amino)phenyl)dihydropyrimidine-2,4(1H,3H)-dione C(C)(=O)C1=C(C2=C(N=C(N=C2)NC2=CC=C(C=N2)N2CCN(CC2)CCCNC2=CC=C(C=C2)N2C(NC(CC2)=O)=O)N(C1=O)C1CCCC1)C